α-(7-hydroxy-1-naphthalenyl)-acetic acid OC1=CC=C2C=CC=C(C2=C1)CC(=O)O